Cyclopropylmethyl (S)-5-fluoro-3-((R)-5-isopropyl-3-(isoquinolin-1-yl)-4,5-dihydroisoxazole-5-carboxamido)-4-oxopentanoate FCC([C@H](CC(=O)OCC1CC1)NC(=O)[C@@]1(CC(=NO1)C1=NC=CC2=CC=CC=C12)C(C)C)=O